COC(=O)C=1N(C=C(C(C1OCC1=CC=CC=C1)=O)C(NCC1=C(C=C(C=C1F)F)F)=O)N([C@H](C)CC=C)C(=O)OC(C)(C)C (R)-3-(benzyloxy)-1-((tert-butoxycarbonyl)(pent-4-en-2-yl)amino)-4-oxo-5-((2,4,6-trifluorobenzyl)carbamoyl)-1,4-dihydropyridine-2-carboxylic acid methyl ester